(tert-Butoxycarbonyl)-5,6,7,8-tetrahydro-1,8-naphthyridine-3-carboxylic acid C(C)(C)(C)OC(=O)C1=NC=2NCCCC2C=C1C(=O)O